2-((2S,4S)-5-chloro-6-fluoro-2-(((1-methylcyclopropyl)amino)methyl)-2-phenyl-2,3-di-hydrobenzofuran-4-yl)-4-(difluoromethoxy)-3-fluorobenzamide ClC=1C(=CC2=C(C[C@](O2)(C2=CC=CC=C2)CNC2(CC2)C)C1C1=C(C(=O)N)C=CC(=C1F)OC(F)F)F